(1S,4S)-N-(5-methyl-1-phenyl-1H-pyrazol-3-yl)-3-(pyridin-4-yl)-7-oxabicyclo[2.2.1]hept-2-ene-2-carboxamide CC1=CC(=NN1C1=CC=CC=C1)NC(=O)C=1[C@@H]2CC[C@@H](C1C1=CC=NC=C1)O2